CC(CO)C(CCC=C(CC)C)C 2,3,7-trimethylnon-6-en-1-ol